4-(3,3,5-trimethyl-2,3-dihydro-1H-pyrrolo[3,2-b]pyridin-1-yl)pyridin tert-butyl-(1R,5S)-3-(2,7-dichloro-8-fluoropyrido[4,3-d]pyrimidin-4-yl)-3,8-diazabicyclo[3.2.1]octane-8-carboxylate C(C)(C)(C)OC(=O)N1[C@H]2CN(C[C@@H]1CC2)C=2C1=C(N=C(N2)Cl)C(=C(N=C1)Cl)F.CC1(CN(C=2C1=NC(=CC2)C)C2=CC=NC=C2)C